tert-butyl 6-(4-(tert-butoxycarbonyl)piperazin-1-yl)-2-(tert-butyl)-9,9-dimethylacridine-10(9H)-carboxylate C(C)(C)(C)OC(=O)N1CCN(CC1)C=1C=C2N(C=3C=CC(=CC3C(C2=CC1)(C)C)C(C)(C)C)C(=O)OC(C)(C)C